ClC1=CC=C(C=C1)C(S)P(O)(O)=O [(4-Chlorophenyl)-sulfanylmethyl]phosphonic acid